FC(C=1C(=CC(=C2NC(C=3N(C12)C(=NN3)C)(C)C)F)C3=C1C=CN(C1=CC(=C3)F)S(=O)(=O)CC)F 9-(Difluoro-methyl)-8-[1-(ethylsulfonyl)-6-fluoro-1H-indol-4-yl]-6-fluoro-1,4,4-trimethyl-5H-[1,2,4]triazolo[4,3-a]quinoxaline